N1-(2-(pyridin-4-yl)-1,7-naphthyridin-4-yl)propane-1,2-diamine N1=CC=C(C=C1)C1=NC2=CN=CC=C2C(=C1)NCC(C)N